C[C@@]12C[C@H](N([C@H]2C1)C(CNC(C1=CC=C(C=C1)OC1=CC=CC=C1)=O)=O)C(=O)NCC=1SC=C(C1)C1=NOC(N1)=O (1S,3S,5S)-5-methyl-N-((4-(5-oxo-4,5-dihydro-1,2,4-oxadiazol-3-yl)thiophen-2-yl)methyl)-2-((4-phenoxybenzoyl)glycyl)-2-azabicyclo[3.1.0]hexane-3-carboxamide